Bis(phenylisoquinoline) (2,2,6,6-tetramethylheptan-3,5-dionate) iridium (III) [Ir+3].CC(C(=O)[O-])(C(CC(C(C)(C)C)=O)=O)C.C1(=CC=CC=C1)C1=NC=CC2=CC=CC=C12.C1(=CC=CC=C1)C1=NC=CC2=CC=CC=C12.CC(C(=O)[O-])(C(CC(C(C)(C)C)=O)=O)C.CC(C(=O)[O-])(C(CC(C(C)(C)C)=O)=O)C